ClC1=CC=2C(=CN=NC2)S1 monochlorothiopheno[2,3-d]pyridazine